C1(=CC=CC=C1)C1=C(C(C(=O)O)=CC(=C1)C1=CC=CC=C1)C(=O)O 3,5-diphenyl-phthalic acid